1-[6-[3-(5-chloro-2,4-difluoro-phenyl)-1H-pyrazol-4-yl]-1,5-naphthyridin-3-yl]-N-methyl-piperidin-4-amine ClC=1C(=CC(=C(C1)C1=NNC=C1C=1N=C2C=C(C=NC2=CC1)N1CCC(CC1)NC)F)F